CC1=NC2=CC=C(C=C2N=C1C)C(C)O 1-(2,3-dimethylquinoxalin-6-yl)ethan-1-ol